[2H]C([C@@H]1[C@H](CCC1)NC(C1=C(C=CC=C1N1N=CC=N1)OC)=O)(OC1=CC=C(C=C1)F)[2H] N-[(1S,2S)-2-[dideuterio-(4-fluorophenoxy)methyl]cyclopentyl]-2-methoxy-6-(triazol-2-yl)benzamide